C(C)C(C#N)(C(C#N)(C)CC)C 2,3-diethyl-2,3-dimethylsuccinonitrile